The molecule is a diterpenoid of the clerodane group isolated from the leaves and twigs of Casearia membranacea. It exhibits significant cytotoxicity against human prostrate (PC-3) cancer cells. It has a role as a metabolite and an antineoplastic agent. It is a diterpenoid, an acetate ester, a cyclic ether, an organic heterotricyclic compound and a secondary alcohol. CCC(C)C(=O)O[C@@H]1C[C@@H]2[C@@]([C@H](C[C@H]([C@@]23[C@H](O[C@H](C3=C1)OC(=O)C)OC(=O)C)O)C)(C)C/C=C(\\C)/C=C